C(#N)C1=C(C=CC(=O)O)C=CC(=C1)O 2-cyano-4-hydroxycinnamic acid